7-(4-hydroxyphenoxy)-1-methyl-indazole-5-carboxamide OC1=CC=C(OC=2C=C(C=C3C=NN(C23)C)C(=O)N)C=C1